FC1=CC=C(C=C1)C=1C=C2C(=NC=NC2=C(C1)OC1CN(C1)C(=O)OC(C)(C)C)NCC=1N=NC(=CC1)C tert-butyl 3-[6-(4-fluorophenyl)-4-[(6-methylpyridazin-3-yl)methylamino]quinazolin-8-yl]oxyazetidine-1-carboxylate